COC1=C(C(=CC=C1)OC)C1=CN(C2=NC(=CC=C21)NC(=O)C2C(C2)CO)COCC[Si](C)(C)C N-(3-(2,6-dimethoxyphenyl)-1-((2-(trimethylsilyl)ethoxy)methyl)-1H-pyrrolo[2,3-b]pyridin-6-yl)-2-(hydroxymethyl)cyclopropane-1-carboxamide